secondary hexyl carbonate C(OC(C)CCCC)([O-])=O